7-benzyl-2,9,9-trimethyl-8,9-dihydro-7H-imidazo[1,2-b]pyrrolo[3,2-d]pyridazine C(C1=CC=CC=C1)N1CC(C=2C=3N(N=CC21)C=C(N3)C)(C)C